2-((8,9-Dichloro-2-oxo-2,3,4,4a,5,6-hexahydro-1H-azepino[3,4,5-gh]benzo[b]pyrrolizin-11-yl)oxy)acetonitrile ClC1=C(C=C(C=2C3=C4C(CCN4C21)CNC(C3)=O)OCC#N)Cl